tert-Butyl ((5-((3,5-diethylphenyl)thio)thiazol-2-yl)methyl)carbamate C(C)C=1C=C(C=C(C1)CC)SC1=CN=C(S1)CNC(OC(C)(C)C)=O